BrC=1C(=NC=CC1)CC=O 3-Bromopyridine-2-ethanone